4-(benzenesulfonyl)-N-(pyridin-3-ylmethyl)benzamide C1(=CC=CC=C1)S(=O)(=O)C1=CC=C(C(=O)NCC=2C=NC=CC2)C=C1